FC1=C(C=C(CC2=NNC(C3=CC=CC=C23)=O)C=C1)C(=O)N1C[C@@H](CC1)N(C=1N=NC=CC1)C (R)-4-(4-fluoro-3-(3-(methyl-(pyridazin-3-yl)amino)pyrrolidine-1-carbonyl)benzyl)phthalazin-1(2H)-one